C(C)(=O)OC1=C(C=CC=C1)C(=O)N1CCN(CC1)S(=O)(=O)C1=CC=CC=C1 2-(4-(phenylsulfonyl)piperazine-1-carbonyl)phenyl acetate